CC1=C2C(=NN(C2=CC=C1)CC(F)(F)F)C(=O)O 4-methyl-1-(2,2,2-trifluoroethyl)-1H-indazole-3-carboxylic acid